NC1=C(N=CC2=C(C=CC=C12)OC1=C(C=CC(=C1)F)OC)C(=O)NCCC 4-amino-8-(5-fluoro-2-methoxyphenoxy)-N-propylisoquinoline-3-carboxamide